3-[(3-chlorophenyl)methyl]-6-{[2-(1-methylpyrazol-3-yl)-4-pyridyl]oxy}quinazolin-4-one ClC=1C=C(C=CC1)CN1C=NC2=CC=C(C=C2C1=O)OC1=CC(=NC=C1)C1=NN(C=C1)C